CN(CCN)C N1,N1-Dimethyl-ethane-1,2-diamine